C(CC)C12C=CC(CC1)C2 propyl-norbornene